NC1=C(C(=NC=N1)OC1=C(C=C(C=C1)NC(=O)C=1N=NN(C1)C1=CC=CC=C1)F)Cl N-[4-(6-amino-5-chloro-pyrimidin-4-yl)oxy-3-fluorophenyl]-1-Phenyl-triazole-4-carboxamide